(S)-6-iodo-N-methyl-2,3-dihydrobenzofuran-3-amine IC1=CC2=C([C@@H](CO2)NC)C=C1